C(C)(=O)N[C@H](C(=O)N[C@H](C(=O)NC1=CC=C(C=C1)C(CNC(OC(C)(C)C)=O)OC(=O)OC1=CC=C(C=C1)[N+](=O)[O-])C)C(C)C tert-butyl (2-(4-((S)-2-((S)-2-acetamido-3-methylbutanamido)propanamido)phenyl)-2-(((4-nitrophenoxy)carbonyl)oxy)ethyl)carbamate